N-benzyl-1-(2,3-difluoro-4-(1H-pyrazol-4-yl)phenyl)piperidine-4-carboxamide C(C1=CC=CC=C1)NC(=O)C1CCN(CC1)C1=C(C(=C(C=C1)C=1C=NNC1)F)F